6,6,9-trimethyl-2-(1-methyl-1H-pyrazol-5-yl)-3-pentyl-6a,7,8,10a-tetrahydro-6H-benzo[c]chromen-1-ol CC1(OC=2C=C(C(=C(C2C2C1CCC(=C2)C)O)C2=CC=NN2C)CCCCC)C